FC1=C(C=C(C(=C1)F)CCN[C@@H]([C@H]1CNC2=C(N1)N=CC=C2)C2=CC=CC=C2)CC(=O)O 2-[2,4-difluoro-5-[2-[[(R)-phenyl-[(3R)-1,2,3,4-tetrahydropyrido[2,3-b]pyrazin-3-yl]methyl]amino]ethyl]phenyl]acetic acid